(1R,4R,7R)-2-{2-[1-(Cyclopropylmethyl)-2-(1-methyl-1H-pyrazol-4-yl)-1H-imidazol-5-yl]-7-methoxy-1-methyl-1H-1,3-benzodiazole-5-carbonyl}-2-azabicyclo[2.2.1]heptan-7-amine C1(CC1)CN1C(=NC=C1C1=NC2=C(N1C)C(=CC(=C2)C(=O)N2[C@@H]1CC[C@H](C2)[C@H]1N)OC)C=1C=NN(C1)C